ClC1=C(C#N)C=CC(=C1)N(CC)C1=C(C=CC(=C1)C=1C(=NNC1C)C)C 2-chloro-4-((5-(3,5-dimethyl-1H-pyrazol-4-yl)-2-methylphenyl)(ethyl)amino)benzonitrile